1,1,1,3,3,4,4,5,5,6,6,7,7,7-tetradecafluoro-2-methoxyheptane FC(C(C(C(C(C(C(F)(F)F)(F)F)(F)F)(F)F)(F)F)OC)(F)F